(R)-3-hydroxy-1-methyl-3-(3-(4-(1-(phenylsulfonyl)-1H-pyrrolo[2,3-b]pyridin-3-yl)furan-2-yl)phenyl)pyrrolidin-2-one O[C@@]1(C(N(CC1)C)=O)C1=CC(=CC=C1)C=1OC=C(C1)C1=CN(C2=NC=CC=C21)S(=O)(=O)C2=CC=CC=C2